NCC(CCN(C1=C2CN(C(C2=CC=C1)=O)C1C(NC(CC1)=O)=O)CCCCC)(C)C 3-(4-((4-amino-3,3-dimethylbutyl)(pentyl)amino)-1-oxoisoindolin-2-yl)piperidine-2,6-dione